9-(4-fluorobenzyl)-9H-[1,2,3]Triazolo[1',5':1,6]Pyrido[3,4-b]Indole FC1=CC=C(CN2C=3C(C4=CC=CC=C24)=CC=2N(C3)N=NC2)C=C1